C(C)(=O)OC(COC)C propylenglycol monomethyl ether acetate